N-(1-Cyanocyclopropyl)-9-(5-(difluoromethyl)-1,3,4-thiadiazol-2-yl)-4-(4-picolinoylpiperazin-1-yl)-9H-pyrimido[4,5-b]indole C(#N)C1(CC1)N1CN=C(C2=C1N(C1=CC=CC=C21)C=2SC(=NN2)C(F)F)N2C(CNCC2)C(C2=CC=NC=C2)=O